O1C=CC2=C1C=CC(=C2)CN2C1=C(SCC2=O)C=CC(=C1)C(=O)NC1=CNC2=CC=CC=C12 4-(benzofuran-5-ylmethyl)-N-(1H-indol-3-yl)-3-oxo-3,4-dihydro-2H-benzo[b][1,4]thiazine-6-carboxamide